(R)-2-amino-N-((5-(methylsulfonyl)pyridin-2-yl)methyl)-N-(1-(3-fluoropyridin-2-yl)ethyl)-3-methylquinoline-6-carboxamide NC1=NC2=CC=C(C=C2C=C1C)C(=O)N([C@H](C)C1=NC=CC=C1F)CC1=NC=C(C=C1)S(=O)(=O)C